C[C@@H]1OS(O[C@H](C1)C)=O (4S,6S)-4,6-dimethyl-1,3,2-dioxathiane 2-oxide